N1(N=CC=C1)C1=CC=C(CN(C2=CC=C(C=C2)CN2CCCCC2)CC2=CC(=CC=C2)OC)C=C1 N-(4-(1H-pyrazol-1-yl)benzyl)-N-(3-methoxybenzyl)-4-(piperidin-1-ylmethyl)aniline